N1N=CC(=C1)C1=CC=C(C=C1)N1N=C(C=C1C1=CC(=C(C=C1)C#N)F)C(=O)O 1-(4-(1H-pyrazol-4-yl)phenyl)-5-(4-cyano-3-fluorophenyl)-1H-pyrazole-3-carboxylic acid